C(C)(C)(C)OC(=O)N1CCC(=CC1)C=1N=NC(=C(C1)C1=C(C=C(C=C1)F)C(N(C(C)C)CC)=O)CN 4-[6-(Aminomethyl)-5-{2-[ethyl(isopropyl)carbamoyl]-4-fluorophenyl}pyridazin-3-yl]-1,2,3,6-tetrahydropyridine-1-carboxylic acid tert-butyl ester